2-(2-(cyclopropanesulfonylamino)-5-methylthiazol-4-yl)-N-(2-fluoro-4-(5-(trifluoromethyl)pyridin-3-yl)phenyl)-2-methylpropanamide C1(CC1)S(=O)(=O)NC=1SC(=C(N1)C(C(=O)NC1=C(C=C(C=C1)C=1C=NC=C(C1)C(F)(F)F)F)(C)C)C